(S)-2-(2-(Benzyloxy)-4,6-dihydroxybenzoyl)-N,N-dimethyl-8-((tetrahydrofuran-3-yl)amino)-1,2,3,4-tetrahydro-isoquinoline-6-carboxamide C(C1=CC=CC=C1)OC1=C(C(=O)N2CC3=C(C=C(C=C3CC2)C(=O)N(C)C)N[C@@H]2COCC2)C(=CC(=C1)O)O